ClCC1=C(C=C(C#N)C=C1)F 4-(chloromethyl)-3-fluoro-benzonitrile